4-cycloheptylpiperazine-1-carboxylic acid [(2s,3s,4e,6r,7r,10s)-10-hydroxy-3,7-dimethyl-12-oxo-2-[(2e,4e,6s)-6-pyridin-2-ylhept-2,4-dien-2-yl]-1-oxododec-4-en-6-yl] ester O[C@@H](CC[C@H]([C@H](/C=C/[C@@H]([C@H](C=O)\C(\C)=C\C=C\[C@H](C)C1=NC=CC=C1)C)OC(=O)N1CCN(CC1)C1CCCCCC1)C)CC=O